C1(C#CCCCCC1)C(=O)O cyclooctynoic acid